[N+](=O)([O-])C=1C=C(C(C)=CC1)S(=O)(=O)O para-nitrotoluene-o-sulfonic acid